N-(1-(2-fluoro-4-(trifluoromethyl)phenyl)-1,2,3,4-tetrahydroquinolin-3-yl)acrylamide FC1=C(C=CC(=C1)C(F)(F)F)N1CC(CC2=CC=CC=C12)NC(C=C)=O